FC(C=1C=C(C=C(C1)C(F)(F)F)C1=NN(C=N1)\C=C/C(=O)NCC1CNCCC1)(F)F (Z)-3-(3-(3,5-bis(trifluoromethyl)phenyl)-1H-1,2,4-triazol-1-yl)-N-(piperidin-3-ylmethyl)acrylamide